(3-isopropyl-1-trityl-1H-pyrazolo[4,3-c]pyridin-6-yl)acetamide 3-(((2-(azepan-1-yl)ethyl)carbamoyl)oxy)-2-((((9Z,12Z)-octadeca-9,12-dienoyl)oxy)methyl)propyl-heptadecan-9-yl-glutarate N1(CCCCCC1)CCNC(=O)OCC(COC(C(CCC(=O)O)C(CCCCCCCC)CCCCCCCC)=O)COC(CCCCCCC\C=C/C\C=C/CCCCC)=O.C(C)(C)C1=NN(C2=C1C=NC(=C2)CC(=O)N)C(C2=CC=CC=C2)(C2=CC=CC=C2)C2=CC=CC=C2